ethyl (1,1-diethoxyethyl)phosphinate C(C)OC(C)(OCC)P(OCC)=O